NC1(CCCC1)CC(=O)O 2-(1-aminocyclopentyl)acetic acid